OCCCN (-)-1-hydroxy-3-propylamine